(R)-N-(2-((2-(dimethylamino)-ethyl)(methyl)-amino)-5-((6-(3-(3-fluoro-5-((1-methyl-1H-pyrazol-3-yl)oxy)-phenyl)isoxazolidin-2-yl)pyrimidin-4-yl)amino)-4-methoxyphenyl)acrylamide CN(CCN(C1=C(C=C(C(=C1)OC)NC1=NC=NC(=C1)N1OCC[C@@H]1C1=CC(=CC(=C1)OC1=NN(C=C1)C)F)NC(C=C)=O)C)C